(R)-(1-(6-Boc-1-(4-cyanomethylpiperidin-1-yl)-1,6-dihydroimidazo[4,5-d]pyrrolo[2,3-b]pyridin-2-yl)ethoxy)methylfumarate C(=O)(OC(C)(C)C)N1C=CC=2C1=NC=C1C2N(C(=N1)[C@@H](C)OC/C(/C(=O)[O-])=C\C(=O)[O-])N1CCC(CC1)CC#N